3-(2,6-dibromophenyl)-11-methoxyimidazo[1,2-f]Phenanthridine BrC1=C(C(=CC=C1)Br)C1=CN=C2N1C=1C=CC=CC1C=1C=CC(=CC21)OC